NC1=C(C=C(C=N1)B(O)O)N([C@H](C)C1=CC=CC=C1)C (6-amino-5-{methyl[(1R)-1-phenylethyl]amino}pyridin-3-yl)boronic acid